ClC=1C=CC(=NC1)N1N=C(N=C1C(C)NC(C1=CC(=CC(=C1)C(F)(F)F)Cl)=O)NC(OC(C)(C)C)=O tert-Butyl N-[1-(5-chloro-2-pyridyl)-5-[1-[[3-chloro-5-(trifluoromethyl)benzoyl]amino]ethyl]-1,2,4-triazol-3-yl]carbamate